5-(5-bromo-2,3-dihydro-1H-inden-1-yl)-5-azaspiro[2.5]octane-8-carbonitrile BrC=1C=C2CCC(C2=CC1)N1CC2(CC2)C(CC1)C#N